S(=O)(=O)(ON1C2C=C(CN(C1=O)C2)N2N=C(C=C2)CNC(=O)OC(C)(C)C)[O-].[Na+] sodium [3-[3-[(tert-butoxycarbonylamino)methyl]pyrazol-1-yl]-7-oxo-1,6-diazabicyclo[3.2.1]oct-3-en-6-yl] sulfate